N-(7-(5-ethyl-1,2,4-oxadiazol-3-yl)chroman-4-yl)-1-methyl-1H-pyrazole-5-carboxamide C(C)C1=NC(=NO1)C1=CC=C2C(CCOC2=C1)NC(=O)C1=CC=NN1C